S(N)(O)(=O)=O.OC[C@]1(O)[C@@H](O)[C@H](O)[C@H](O)CO1 β-D-fructopyranose sulfamate